CSC1=NC=C(N1)C=O 2-METHYLSULFANYL-3H-IMIDAZOLE-4-CARBALDEHYDE